butane-1,1,4,4-tetraamine C(CCC(N)N)(N)N